CN(C1=CC=C(C=C1)N=C1C=CC(C=C1)=O)C 4-(4-(dimethylamino)phenylimino)cyclohexane-2,5-dienone